C1(CC1)C=1OC2=C(C1)C=C(C=C2)C(C)O 1-(2-cyclopropyl-benzofuran-5-yl)-ethanol